2-[4-[3-[(1R)-1-(tert-Butylsulfinylamino)ethyl]-5-methoxy-phenyl]pyrazol-1-yl]acetic acid C(C)(C)(C)S(=O)N[C@H](C)C=1C=C(C=C(C1)OC)C=1C=NN(C1)CC(=O)O